6-[3-[1-(4-methyl-1,2,4-triazol-3-yl)cyclobutyl]phenyl]-2-(2-oxa-8-azaspiro[4.5]decan-8-ylmethyl)-4-(trifluoromethyl)-1H-pyrrolo[2,3-c]pyridin-7-one CN1C(=NN=C1)C1(CCC1)C=1C=C(C=CC1)N1C(C2=C(C(=C1)C(F)(F)F)C=C(N2)CN2CCC1(CCOC1)CC2)=O